N-(5-(7-(((3S,5S)-5-fluoro-1-methylpiperidin-3-yl)amino)-1-methyl-2-oxo-1,4-dihydropyrimido[4,5-d]pyrimidin-3(2H)-yl)pyridin-2-yl)-1-(4-fluorophenyl)methanesulfonamide F[C@H]1C[C@@H](CN(C1)C)NC1=NC=C2C(=N1)N(C(N(C2)C=2C=CC(=NC2)NS(=O)(=O)CC2=CC=C(C=C2)F)=O)C